NC1(CCN(CC1)CC(=O)N)CNC1=NC=NC(=C1F)N(CC1=CC=C(C=C1)C(F)(F)F)C1CC1 2-(4-Amino-4-(((6-(cyclopropyl(4-(trifluoromethyl)benzyl)amino)-5-fluoropyrimidin-4-yl)amino)methyl)piperidin-1-yl)acetamide